C12C(NC(CC1)C2)C2=NC=NO2 5-(3-azabicyclo[2.2.1]hept-2-yl)-1,2,4-oxadiazole